NC1=C(C=C(C2=C1CC(O2)C)OC)C(=O)OC methyl 4-amino-7-methoxy-2-methyl-2,3-dihydrobenzofuran-5-carboxylate